hydroxyl-(p-toluenesulfonyloxy)iodobenzene tert-Butyl-(2S)-2-[[(2S)-2-[[2-(3,5-difluorophenyl)acetyl]amino]propanoyl]amino]-2-phenylacetate C(C)(C)(C)OC([C@H](C1=CC=CC=C1)NC([C@H](C)NC(CC1=CC(=CC(=C1)F)F)=O)=O)=O.OC=1C(=C(C=CC1)I)OS(=O)(=O)C1=CC=C(C)C=C1